CC=1C2=CC=C3C(=C2C(=C2C=CC=CC12)C)C=CC=C3 7,12-dimethyl-benzo(a)anthracene